CC1=C(C=C(C=C1)C)O 1,4-dimethyl-2-hydroxybenzene